benzene di-calcium [Ca].[Ca].C1=CC=CC=C1